6-bromohexyl 6,6-bis(hexyloxy)hexanoate C(CCCCC)OC(CCCCC(=O)OCCCCCCBr)OCCCCCC